CC1=C(C=O)C(=CC=C1)[2H] 2-methyl-benzaldehyde-6-d1